methyl-(3-(3-sulfamoylphenyl)imidazo[1,2-a]pyridin-6-yl)carbamic acid tert-butyl ester C(C)(C)(C)OC(N(C=1C=CC=2N(C1)C(=CN2)C2=CC(=CC=C2)S(N)(=O)=O)C)=O